C(#N)[BH3-] cyanoborohydride